(1R,5S)-1-(4-bromophenyl)-3-(2,2,2-trifluoroethyl)-3-azabicyclo[3.1.0]hexane BrC1=CC=C(C=C1)[C@@]12CN(C[C@H]2C1)CC(F)(F)F